2,2-dimethyl-2H-pyrido[3,2-b]-1,4-oxazin-3(4H)-one CC1(C(NC2=C(O1)C=CC=N2)=O)C